(2-amino-2-methylpropyl)(1-(4-fluoro-3-(trifluoromethoxy)phenyl)cyclopropyl)carbamic acid methyl ester COC(N(C1(CC1)C1=CC(=C(C=C1)F)OC(F)(F)F)CC(C)(C)N)=O